[N-]1N=CC=C1 pyrazolide